C1(CC1)CN([C@H](CNC(=O)[C@H]1[C@](C1)(C1=CC=CC=C1)C)CC1=CC2=C(NC(O2)=O)C=C1)C (1R,2S)-N-((S)-2-((cyclopropylmethyl)(methyl)amino)-3-(2-oxo-2,3-dihydrobenzo[d]oxazol-6-yl)propyl)-2-methyl-2-phenylcyclopropane-1-carboxamide